COCCOC(COC1=C(C=CC=C1)SC1=C(C=C(C(=C1)N1C(N(C(=CC1=O)C(F)(F)F)C)=O)F)Cl)=O 2-Methoxyethyl-[2-({2-chloro-4-fluoro-5-[3-methyl-2,6-dioxo-4-(trifluoromethyl)-3,6-dihydropyrimidin-1(2H)-yl]phenyl}sulfanyl)phenoxy]acetate